tert-butyl 4-(1'-(3-chloro-2-cyanophenyl)-2'-oxo-3-((tetrahydro-2H-pyran-2-yl)oxy)spiro[cyclobutane-1,3'-indolin]-6'-yl)piperidine-1-carboxylate ClC=1C(=C(C=CC1)N1C(C2(C3=CC=C(C=C13)C1CCN(CC1)C(=O)OC(C)(C)C)CC(C2)OC2OCCCC2)=O)C#N